ClC1=C(C=CC=C1F)CC(=O)NC1=CC=NC=C1 4-[2-(2-chloro-3-fluorophenyl)acetamido]pyridin